C(#N)C=1C=C(C=CC1)C(C(=O)N[C@H](C(=O)NC1=C(C=C(C=C1)[C@@H]([C@H](C(=O)N1CCN(CC1)C)NC(CC)=O)C)F)C1CCC(CC1)=C(F)F)(F)F N-[(2R,3S)-3-{4-[(2S)-2-[2-(3-cyanophenyl)-2,2-difluoroacetamido]-2-[4-(difluoromethylidene)cyclohexyl]acetamido]-3-fluorophenyl}-1-(4-methylpiperazin-1-yl)-1-oxobutan-2-yl]propanamide